COC1=C(C#N)C=CC(=C1)OC1C(C(C1(C)C)N)(C)C 2-methoxy-4-[(1r,3r)-3-amino-2,2,4,4-tetramethylcyclobutoxy]benzonitrile